[Si](C)(C)(C(C)(C)C)OC1CC(C1)N1C(NC(=NC1=O)N[C@@H](C)C1CCCCC1)=O 3-((1r,3S)-3-((tert-butyldimethylsilyl)oxy)cyclobutyl)-6-(((S)-1-cyclohexylethyl)amino)-1,3,5-triazine-2,4(1H,3H)-dione